4-chlorophthalic acid ClC=1C=C(C(C(=O)O)=CC1)C(=O)O